tert-butyl 2-(6-(2-(3-fluoro-4-(trifluoromethyl) phenyl) cyclopropyl)-4-((4-methoxybenzyl) oxy) pyridin-3-yl)-4-(trifluoromethyl)-1H-pyrrole-1-carboxylate FC=1C=C(C=CC1C(F)(F)F)C1C(C1)C1=CC(=C(C=N1)C=1N(C=C(C1)C(F)(F)F)C(=O)OC(C)(C)C)OCC1=CC=C(C=C1)OC